Cl.CC1=C(C(=CC=C1)C)NC1=NN(C2=NC(=NC=C21)NC2=CC=C1CCN(CC1=C2)C(=O)C2CCNCC2)C (7-((3-((2,6-dimethylphenyl)amino)-1-methyl-1H-pyrazolo[3,4-d]pyrimidin-6-yl)amino)-3,4-dihydroisoquinolin-2(1H)-yl)(piperidin-4-yl)methanone hydrochloride